6-chloro-[1,3]dioxolo[4,5-b]pyridine-7-carboxamide ClC=1C(=C2C(=NC1)OCO2)C(=O)N